CN(C=1C=C2C(=CN(C(C2=CN1)=O)C)C1=CC(=C(CN2CCC(CC2)C2=CC=C3CN(C(C3=C2)=O)C2C(N(C(CC2)=O)C(=O)O)=O)C(=C1)OC)OC)C (6-(1-(4-(6-(dimethylamino)-2-methyl-1-oxo-1,2-dihydro-2,7-naphthyridin-4-yl)-2,6-dimethoxybenzyl)piperidin-4-yl)-1-oxoisoindolin-2-yl)piperidine-2,6-dionecarboxylic acid